OCC[C@@H]1[C@H](C1)C(=O)OCC ethyl (1S,2R)-2-(2-hydroxyethyl)cyclopropanecarboxylate